N-[[6-(3,3-dimethylbutanoyl)-6-azaspiro[2.5]octan-2-yl]methyl]-1H-pyrrolo[3,2-c]pyridine-2-carboxamide CC(CC(=O)N1CCC2(C(C2)CNC(=O)C2=CC=3C=NC=CC3N2)CC1)(C)C